OCCOCCOCCNC(OCC1=CC=CC=C1)=O benzyl (2-(2-(2-hydroxyethoxy)ethoxy)ethyl)carbamate